N-methyl-4-tetradecyl-N-octadecylanilinium [tetrakis(perfluorophenyl) borate] FC1=C(C(=C(C(=C1F)F)F)F)[B-](C1=C(C(=C(C(=C1F)F)F)F)F)(C1=C(C(=C(C(=C1F)F)F)F)F)C1=C(C(=C(C(=C1F)F)F)F)F.C[NH+](C1=CC=C(C=C1)CCCCCCCCCCCCCC)CCCCCCCCCCCCCCCCCC